tri(n-octyl n-decyl) trimellitate C(C=1C(C(=O)OC(CCCCCCCCC)CCCCCCCC)=CC(C(=O)OC(CCCCCCCCC)CCCCCCCC)=CC1)(=O)OC(CCCCCCCCC)CCCCCCCC